NC1=C(C(=NN1C1CCCC1)C1=C(C=C(C=C1F)Br)F)C#N 5-amino-3-(4-bromo-2,6-difluoro-phenyl)-1-cyclopentyl-pyrazole-4-carbonitrile